1-methyl-3-chloro-1-oxophospholene CP1(C=C(CC1)Cl)=O